3β-octanoxycholestane C(CCCCCCC)O[C@@H]1CC2CC[C@H]3[C@@H]4CC[C@H]([C@@H](CCCC(C)C)C)[C@]4(CC[C@@H]3[C@]2(CC1)C)C